C(C)(C)(C)N=P(N(C)C)(N(C)C)N(C)C t-butyliminotris(dimethylamino)phosphane